3-(3-(1H-Pyrazolo[4,3-b]pyridin-6-yl)pyridin-2-yl)benzonitrile N1N=CC2=NC=C(C=C21)C=2C(=NC=CC2)C=2C=C(C#N)C=CC2